OCC=C(CCC=C(CCC=O)C)C 10-hydroxy-4,8-dimethyldeca-4,8-dienal